S-((5-(((tert-butyldimethylsilyl)oxy)methyl)-1-isopropyl-1H-pyrazol-3-yl)methyl) ethanethioate C(C)(SCC1=NN(C(=C1)CO[Si](C)(C)C(C)(C)C)C(C)C)=O